4-((3-methyloxetan-3-yl)oxy)benzonitrile CC1(COC1)OC1=CC=C(C#N)C=C1